C1=NC=CC2=CC=CC(=C12)C=NS(=O)C(C)(C)C N-((isoquinolin-8-yl)methylene)-2-methylpropane-2-sulfinamide